(4-((7-((tert-butyldiphenylsilyl)oxy)heptyl)amino)-6-chloropyrimidin-5-yl)methanol [Si](C1=CC=CC=C1)(C1=CC=CC=C1)(C(C)(C)C)OCCCCCCCNC1=NC=NC(=C1CO)Cl